((1H-indol-2-yl)methyl)-8-((cis)-3-hydroxycyclopentylamino)-3,7-dimethyl-1H-purine-2,6(3H,7H)-dione N1C(=CC2=CC=CC=C12)CN1C(N(C=2N=C(N(C2C1=O)C)N[C@@H]1C[C@@H](CC1)O)C)=O